2-(1-(6-(hydroxymethyl)pyridin-2-yl)azetidin-3-yl)propan-2-ol OCC1=CC=CC(=N1)N1CC(C1)C(C)(C)O